N-(4-aminophenyl)amine NC1=CC=C(C=C1)N